[C@@H]12N(C[C@@H](NC1)C2)C=2C=CC(=C(C(=O)N[C@H](C)C1=CC(=C(C=C1)OC)OC)C2)C 5-[(1S,4S)-2,5-diazabicyclo[2.2.1]hept-2-yl]-N-[(1R)-1-(3,4-dimethoxyphenyl)ethyl]-2-methyl-benzamide